1-(4-methoxyphenyl)-piperazine COC1=CC=C(C=C1)N1CCNCC1